2-(3-(2-(2-(3,5-dimethyl-1H-pyrazol-4-yl)ethoxy)naphthalen-1-yl)phenoxy)-N,N-dimethylethan-1-amine CC1=NNC(=C1CCOC1=C(C2=CC=CC=C2C=C1)C=1C=C(OCCN(C)C)C=CC1)C